Cl.Cl.COC(C1=C(C=C(C(=C1)F)C1=CC=C(C=2CNCOC21)F)N2CCOCC2)=O 5-fluoro-4-(5-fluoro-3,4-dihydro-2H-1,3-benzoxazin-8-yl)-2-morpholin-4-ylbenzoic acid methyl ester dihydrochloride